Tetrazine nitrate [N+](=O)(O)[O-].N1=NN=NC=C1